Cl.CNC(=O)C1=NC=C(C=C1)N1CCNCC1 N-methyl-5-(piperazin-1-yl)pyridineamide HCl salt